ethyl (R)-6-(tert-butyl)-1-(4-fluorophenyl)-10-oxo-5,6-dihydro-10H-pyrido[1,2-a][1,2,3]triazolo[5,1-c]pyrazine-9-carboxylate C(C)(C)(C)[C@@H]1CN2C(C=3N1C=C(C(C3)=O)C(=O)OCC)=C(N=N2)C2=CC=C(C=C2)F